CC=1N=C(SC1C1=CC2=C(C(=N1)N1CCOCC1)C(N(C2)[C@@H](C(F)(F)F)C)=O)NC(C)=O (R)-N-(4-methyl-5-(4-morpholinyl-3-oxo-2-(1,1,1-trifluoroprop-2-yl)-2,3-dihydro-1H-pyrrolo[3,4-c]pyridin-6-yl)thiazol-2-yl)acetamide